[Cl-].S(=O)(=O)(OCC(C)(C)C)[O-] neopentyl sulfat chloride